(4-(6-((4-cyano-2-fluorobenzyl)oxy)pyridin-2-yl)-2,5-difluorobenzyl)-1-(2-methoxyethyl)-1H-benzo[d]imidazole-6-carboxylic acid ethyl ester C(C)OC(=O)C=1C=CC2=C(N(C(=N2)CC2=C(C=C(C(=C2)F)C2=NC(=CC=C2)OCC2=C(C=C(C=C2)C#N)F)F)CCOC)C1